stearamidopropyldimethylcetylstearyl-ammonium C(CCCCCCCCCCCCCCCCC)(=O)NCCC[N+](CCCCCCCCCCCCCCCCCCCCCCCCCCCCCCCCCC)(C)C